(1R,6R,8aS)-6-[8-amino-1-(4-{(1R)-1-[3-(difluoromethyl)phenyl]-1-hydroxyethyl}phenyl)imidazo[1,5-a]pyrazin-3-yl]-1-(trifluoromethyl)hexahydroindolizin-3(2H)-one NC=1C=2N(C=CN1)C(=NC2C2=CC=C(C=C2)[C@@](C)(O)C2=CC(=CC=C2)C(F)F)[C@H]2CN1C(C[C@H]([C@@H]1CC2)C(F)(F)F)=O